O[C@H](CN1C[C@@H]([C@H](CC1)NC(=O)C1=CC(=CC=2N(C=NC21)CC(F)(F)F)C#CCNC=2C(OC)=CC(=C(C2)C(NC)=O)F)C)C N-{(3S,4S)-1-[(S)-2-hydroxypropyl]-3-methyl-4-piperidyl}-6-{3-[4-(N-methylcarbamoyl)-5-fluoro-2-anisidino]-1-propynyl}-1-(2,2,2-trifluoroethyl)-1H-1,3-benzimidazole-4-carboxamide